thiophene-2-carboxylic acid copper (i) [Cu+].S1C(=CC=C1)C(=O)O